C1OCC12CCN(CC2)C2C(CCCC2)OC=2C=C1CN(C(C1=CC2)=O)C2C(NC(CC2)=O)=O 3-(5-((2-(2-oxa-7-azaspiro[3.5]nonan-7-yl)cyclohexyl)oxy)-1-oxoisoindolin-2-yl)piperidine-2,6-dione